N1(CCC1)C(=O)C1=CC=2N=C(N=C(C2O1)N1CCOCC1)N1N=C(C=C1)C=1C=C(C=CC1)C azetidin-1-yl(4-morpholino-2-(3-(m-tolyl)-1H-pyrazol-1-yl)furo[3,2-d]pyrimidin-6-yl)methanone